3-((2S)-3-(8-(4'-(aminomethyl)-3-(trifluoromethoxy)biphenyl-4-ylsulfonyl)-1-oxa-8-azaspiro[4.5]decan-3-ylamino)-2-hydroxypropoxy)-N-methylbenzenesulfonamide NCC1=CC=C(C=C1)C1=CC(=C(C=C1)S(=O)(=O)N1CCC2(CC(CO2)NC[C@@H](COC=2C=C(C=CC2)S(=O)(=O)NC)O)CC1)OC(F)(F)F